BrC=1C=C(C(=NC1)[N+](=O)[O-])OC(C)C1=C(C=CC(=C1)F)C=1N=CSC1 4-(2-[1-[(5-bromo-2-nitropyridin-3-yl)oxy]ethyl]-4-fluorophenyl)-1,3-thiazol